FC1=C(C(=CC=C1)OC)NCC=1NC2=CC=CC=C2C1 (R)-(2-fluoro-6-methoxyphenyl)(1H-indol-2-yl)methylamine